(R)-2-(N-(4-Amino-5-benzoylthiazol-2-yl)-2-methylanilino)propanamid NC=1N=C(SC1C(C1=CC=CC=C1)=O)N(C1=C(C=CC=C1)C)[C@@H](C(=O)N)C